F\C(=C/[C@H](C[C@H]1C(NCC1)=O)NC(=O)[C@@H]1N(C[C@H]2[C@@H]1CCC2)C(=O)C2(C1=CC=CC=C1C=1C=CC=CC21)O)\S(=O)(=O)C (1R,3aR,6aS)-N-((S,E)-4-fluoro-4-(methylsulfonyl)-1-((S)-2-oxopyrrolidin-3-yl)but-3-en-2-yl)-2-(9-hydroxy-9H-fluorene-9-carbonyl)octahydrocyclopenta[c]pyrrole-1-carboxamide